(S)-4-(2-(2-((5-chloro-2-(3-oxopyrrolidin-1-yl)phenyl)amino)-2-oxoacetamido)-3-phenylpropionamido)benzoic acid ClC=1C=CC(=C(C1)NC(C(=O)N[C@H](C(=O)NC1=CC=C(C(=O)O)C=C1)CC1=CC=CC=C1)=O)N1CC(CC1)=O